[1,1'-binaphthalene]-2,2'-diyl bis(4'-((4-butylphenyl)diazenyl)-[1,1'-biphenyl]-4-carboxylate) C(CCC)C1=CC=C(C=C1)N=NC1=CC=C(C=C1)C1=CC=C(C=C1)C(=O)OC1=C(C2=CC=CC=C2C=C1)C1=C(C=CC2=CC=CC=C12)OC(=O)C1=CC=C(C=C1)C1=CC=C(C=C1)N=NC1=CC=C(C=C1)CCCC